BrC=1C(=CC(=NC1)NC1CC(C1)(F)F)C(F)(F)F 5-bromo-N-(3,3-difluorocyclobutyl)-4-(trifluoromethyl)pyridin-2-amine